CN1N=CC(=C1)C=1N(C2=NC(=NC(=C2N1)N1CCOCC1)N1N=C(C=C1)C=1C=C(C=CC1)C)C1OCCCC1 4-(8-(1-methyl-1H-pyrazol-4-yl)-9-(tetrahydro-2H-pyran-2-yl)-2-(3-(m-tolyl)-1H-pyrazol-1-yl)-9H-purin-6-yl)morpholine